C(C)(C)(C)C=1C=C(C=C(C1O)C(C)(C)C)CCC(=O)OCCCCCCOC(CCC1=CC(=C(C(=C1)C(C)(C)C)O)C(C)(C)C)=O 1,6-Hexanediol bis[3-(3,5-di-t-butyl-4-hydroxyphenyl) propionate]